(S)-2-(2-fluoro-4-(4,4,5,5-tetramethyl-1,3,2-dioxaborolan-2-yl)benzyl)-1-(oxetane-2-ylmethyl)-1H-benzo[d]imidazole-6-carboxylic acid FC1=C(CC2=NC3=C(N2C[C@H]2OCC2)C=C(C=C3)C(=O)O)C=CC(=C1)B1OC(C(O1)(C)C)(C)C